FC(C(=O)O)(F)F.O=C1NC(CCC1NC1=CC=C(C=C1)N1CCN(CC1)C(CCCCCCCCCCCCC(=O)O)=O)=O 14-(4-(4-((2,6-dioxopiperidin-3-yl)amino)phenyl)piperazin-1-yl)-14-oxotetradecanoic acid, 2,2,2-trifluoroacetate salt